C(C)OC(C1=C(C(=C(C(=C1F)Cl)Br)F)N)=O 2-amino-4-bromo-5-chloro-3,6-difluorobenzoic acid ethyl ester